C(C1=CC=CC=C1)NC1=C2N=CN(C2=NC(=N1)C(C)C)[C@H]1[C@@H]([C@@H]([C@H](O1)C(=O)NC)O)O (2S,3S,4R,5R)-5-(6-(benzylamino)-2-isopropyl-9H-purin-9-yl)-3,4-dihydroxyl-N-methyl-tetrahydrofuran-2-formamide